2,3,5,6-tetrafluorophenyl 17-oxo-4,7,10,13-tetraoxa-16-azadocos-21-ynoate O=C(NCCOCCOCCOCCOCCC(=O)OC1=C(C(=CC(=C1F)F)F)F)CCCC#C